tert-butyl 3-(7-bromo-6-ethyl-2,8-difluoroquinazolin-4-yl)-3,8-diazabicyclo[3.2.1]octane-8-carboxylate BrC1=C(C=C2C(=NC(=NC2=C1F)F)N1CC2CCC(C1)N2C(=O)OC(C)(C)C)CC